O1C(=NC2=C1C=CC=C2)C2=C(C(=O)OC)C=C(C=C2)Br methyl 2-(benzo[d]oxazol-2-yl)-5-bromobenzoate